Stigmastenyl ferulate C(\C=C\C1=CC(OC)=C(O)C=C1)(=O)OC=C[C@H](CC[C@@H](C)[C@H]1CC[C@H]2[C@@H]3CCC4CCCC[C@]4(C)[C@H]3CC[C@]12C)C(C)C